(S)-1-(2-(4-(5-(3-cyano-5-fluorophenyl)-4,5-dihydro-1H-pyrazole-1-carbonyl)piperazin-1-yl)-5-fluoropyrimidin-4-yl)-5-methyl-1H-1,2,4-triazole-3-carboxylic acid ethyl ester C(C)OC(=O)C1=NN(C(=N1)C)C1=NC(=NC=C1F)N1CCN(CC1)C(=O)N1N=CC[C@H]1C1=CC(=CC(=C1)F)C#N